tetrakis(diethylamido)titanium(IV) CC[N-]CC.CC[N-]CC.CC[N-]CC.CC[N-]CC.[Ti+4]